N-((6-(1-(2,2-difluoroethyl)-4-(4-fluoro-phenyl)-1H-imidazol-5-yl)imidazo[1,2-a]pyridin-3-yl)methyl)-2,2-difluoro-ethanamine FC(CN1C=NC(=C1C=1C=CC=2N(C1)C(=CN2)CNCC(F)F)C2=CC=C(C=C2)F)F